ClC1=CC=C(C=C1)C1=NN(CC1C1=CC=CC=C1)S(=O)(=O)C1=CC=C(C=C1)Cl 3-(4-chlorophenyl)-N-((4-chlorophenyl)sulfonyl)-4-phenyl-4,5-dihydro-1H-pyrazole